C(C)(=O)O[C@@H]1C[C@@]2(C=C[C@H]3[C@@H]4C[C@H]5[C@H]([C@@]6([C@@H](C[C@](C(C)(C)O)(O5)O6)OC(C)=O)C)[C@]4(CC[C@@H]3[C@]2(CC1)C)C)O (3S,5S,16S,20R,22R,24S)-16,24:20,24-diepoxycholest-6-ene-3,5,22,25-tetrol 3,22-diacetate